C(CCC)C1C2C=CC(C1)(C2)C(=O)NCC 5-butylethylaminocarbonyl-bicyclo[2.2.1]hept-2-ene